Racemic-tert-butyl-3-{6-[2-(2-ethoxyethoxy)ethoxy]pyridin-3-yl}-2-[4,7,10-tris(2-tert-butoxy-2-oxoethyl)-1,4,7,10-tetraazacyclododecan-1-yl]propanoate C(C)(C)(C)OC([C@@H](CC=1C=NC(=CC1)OCCOCCOCC)N1CCN(CCN(CCN(CC1)CC(OC(C)(C)C)=O)CC(OC(C)(C)C)=O)CC(=O)OC(C)(C)C)=O |r|